CC(CC1=CC2=C(C=C1)OCO2)(C)NC α,α,N-trimethyl-3,4-methylenedioxy-phenethylamine